NC1=NN(C2=CC(=C(C(=C12)Br)Cl)C)C(=O)OCCCC butyl 3-amino-4-bromo-5-chloro-6-methyl-1H-indazole-1-carboxylate